C(#N)C=1C(=C(C(=O)NC2=CC=C3C=NN(C3=C2)C2=CN=C(O2)C)C=CC1)C(C)C 3-Cyano-2-isopropyl-N-(1-(2-methyloxazol-5-yl)-1H-indazol-6-yl)benzamide